Methyl 2-[[4-methyl-6-[(4-methylphenyl)sulfonyloxymethyl]-6,7-dihydro-5H-cyclopenta[c]pyridin-3-yl]oxy]acetate CC=1C2=C(C=NC1OCC(=O)OC)CC(C2)COS(=O)(=O)C2=CC=C(C=C2)C